Tert-butyl-4-[1-[1-[(4-methoxyphenyl)methyl]-2,6-dioxo-3-piperidyl]-3-methyl-2-oxo-benzimidazol-4-yl]oxypiperidine-1-carboxylate C(C)(C)(C)OC(=O)N1CCC(CC1)OC1=CC=CC=2N(C(N(C21)C)=O)C2C(N(C(CC2)=O)CC2=CC=C(C=C2)OC)=O